O1C(CCCC1)OC1CCC2=CC(=CC=C12)C(=O)OC Methyl 1-((tetrahydro-2H-pyran-2-yl)oxy)-2,3-dihydro-1H-indene-5-carboxylate